tert-butyl 6-chloro-3-(4,4-difluoropiperidin-1-yl)-1H-indazole-1-carboxylate ClC1=CC=C2C(=NN(C2=C1)C(=O)OC(C)(C)C)N1CCC(CC1)(F)F